tert-butyl (4S)-5-amino-4-[[2-benzyloxy-6-bromo-4-(2-methoxyethoxy)phenyl]methylamino]-5-oxo-pentanoate NC([C@H](CCC(=O)OC(C)(C)C)NCC1=C(C=C(C=C1Br)OCCOC)OCC1=CC=CC=C1)=O